1,3-bis(2-mercaptoethylthio)-2-mercaptopropane SCCSCC(CSCCS)S